NCCOCCC(=O)OC1=C(C=C(C=C1)CNC(CCCC\C=C\C(C)C)=O)OC (E)-2-methoxy-4-[(8-methylnon-6-enamido)methyl]phenyl 3-(2-aminoethoxy)propanoate